3-(2-aminothiazol-5-yl)-9-(1-((6-chloro-2-(2-methyl-2H-tetrazol-5-yl)pyridin-3-yl)amino)ethyl)-4,7-dimethylimidazo[1,5-a]quinazolin-5(4H)-one NC=1SC(=CN1)C=1N=CN2C1N(C(C1=CC(=CC(=C21)C(C)NC=2C(=NC(=CC2)Cl)C=2N=NN(N2)C)C)=O)C